CCCCC/C=C\\C/C=C\\C/C=C\\CCCCCCCCC(=O)SCCNC(=O)CCNC(=O)[C@@H](C(C)(C)COP(=O)(O)OP(=O)(O)OC[C@@H]1[C@H]([C@H]([C@@H](O1)N2C=NC3=C(N=CN=C32)N)O)OP(=O)(O)O)O The molecule is an unsaturated fatty acyl-CoA that results from the formal condensation of the thiol group of coenzyme A with the carboxy group of (10Z,13Z,16Z)-docosatrienoic acid. It is a long-chain fatty acyl-CoA and an unsaturated fatty acyl-CoA. It is a conjugate acid of a (10Z,13Z,16Z)-docosatrienoyl-CoA(4-).